N(=[N+]=[N-])C1=CC(=C(C=C1)CO)F (4-azido-2-fluoro-phenyl)methanol